3,3'-[1,1'-biphenyl]-4,4'-diylbis(azo)bis[4-amino-1-naphthalenesulfonic acid] C1(=CC=C(C=C1)N=NC=1C=C(C2=CC=CC=C2C1N)S(=O)(=O)O)C1=CC=C(C=C1)N=NC=1C=C(C2=CC=CC=C2C1N)S(=O)(=O)O